(1s,4s)-4-(8-(4-chloro-2-fluoro-6-methylphenylamino)-2-(tetrahydro-2H-pyran-4-ylamino)-9H-purin-9-yl)cyclohexanecarboxamide ClC1=CC(=C(C(=C1)C)NC=1N(C2=NC(=NC=C2N1)NC1CCOCC1)C1CCC(CC1)C(=O)N)F